methyl ((R,E)-3-methoxy-7-(triisopropylsilyl)hept-4-en-6-ynoyl)-L-serinate CO[C@H](CC(=O)N[C@@H](CO)C(=O)OC)\C=C\C#C[Si](C(C)C)(C(C)C)C(C)C